CN(C1=CC=C(C=N1)C1=CC=C(S1)CCN1C(NN=C1)=O)C 4-(2-{5-[6-(dimethylamino)pyridin-3-yl]thiophen-2-yl}ethyl)-2,4-dihydro-3H-1,2,4-triazol-3-one